C(C)(=O)N1[C@H]([C@@H]([C@H](C2=CC(=CC=C12)C(=O)NC)NC1=CC=C(C=C1)C#N)C)C1CC1 (2S,3R,4R)-1-acetyl-4-((4-cyanophenyl)amino)-2-cyclopropyl-N,3-dimethyl-1,2,3,4-tetrahydroquinoline-6-carboxamide